CC(=C/C=C/C1(CCN=C(N1)N)C)C The molecule is an alkaloid that is 1,4,5,6-tetrahydropyrimidine substituted by an amino group at position 2 and by a methyl group and a 4-methylpenta-1,3-dien-1-yl group at position 6. Isolated from the leaves of Pterogyne nitens, it exhibits cytotoxicity against a panel of human cancer cell lines. It has a role as a metabolite and an antineoplastic agent. It is a member of guanidines, an alkaloid and a member of 1,4,5,6-tetrahydropyrimidines.